N-(4-(1-methyl-1H-indazol-5-yl)-3-(2H-tetrazol-5-yl)phenyl)-4-(trifluoromethyl)piperidine-1-formamide CN1N=CC2=CC(=CC=C12)C1=C(C=C(C=C1)NC(=O)N1CCC(CC1)C(F)(F)F)C=1N=NNN1